FC1(CC(C1)N[C@@H]1C[C@H](NCC1)C1=CC=C(C(=O)OC)C=C1)F methyl 4-((2S,4S)-4-((3,3-difluorocyclobutyl)amino)piperidin-2-yl)benzoate